but-3-yn-2-amine HCl salt Cl.CC(C#C)N